7-[(1H-imidazol-1-yl)methyl]-9H-carbazole-2-carboxylic acid N1(C=NC=C1)CC1=CC=C2C=3C=CC(=CC3NC2=C1)C(=O)O